BrC1=CC=C2C3(CC=4C(=NOC4C2=C1)NS(=O)(=O)C=1C(=NC=CC1OC)OC)C(C3)C rac-cis-N-(8'-bromo-2-methyl-4'H-spiro[cyclopropane-1,5'-naphtho[2,1-d]isoxazol]-3'-yl)-2,4-dimethoxypyridine-3-sulfonamide